7-{4-[(3RS)-2,6-dioxopiperidin-3-yl]phenyl}-7-azaspiro[3.5]nonan O=C1NC(CC[C@@H]1C1=CC=C(C=C1)N1CCC2(CCC2)CC1)=O |r|